NC(CC=1C=CC2=C(CCO2)C1)C 5-(2-aminopropyl)-2,3-dihydrobenzofuran